2-[(1R,4R)-2,5-diazabicyclo[2.2.2]octan-2-yl]pyrimidine-5-carbonitrile [C@H]12N(C[C@H](NC1)CC2)C2=NC=C(C=N2)C#N